C(CCCCCC)OC1=CC=C(C=C1)S(=O)(=O)C=1C=NC2=CC=C(C=C2C1N1CCC(CC1)N1CCN(CC1)C)SC 3-((4-(heptyloxy)phenyl)sulfonyl)-4-(4-(4-methylpiperazin-1-yl)piperidin-1-yl)-6-(methylthio)quinoline